3-[(2-hydroxyethyl)oxy]propionitrile OCCOCCC#N